3-(2-propyl)pyrrolidine CC(C)C1CNCC1